C(C1=CC=CC=C1)N(C1=NC=2N(C(=C1)C=1C=NNC1)N=C(C2)C(=O)O)C 5-(benzyl-(methyl)amino)-7-(1H-pyrazol-4-yl)pyrazolo[1,5-a]pyrimidine-2-carboxylic acid